4-trifluoromethyl-benzyl-amine hydrobromide Br.FC(C1=CC=C(CN)C=C1)(F)F